ClC1=C(C=CC=C1)C=1OC2=C(C(=CC(=C2C(C1)=O)OC)OC)[C@H]1[C@@H](N(CC1)C)CO (+)-trans-2-(2-chloro-phenyl)-8-(2-hydroxymethyl-1-methyl-pyrrolidin-3-yl)-5,7-dimethoxy-chromen-4-one